12-dodecadienol C=CC=CCCCCCCCCO